F[C@H](C(=O)O)[C@H](OCC1=CC=CC=C1)[C@H](O)COCC1=CC=CC=C1 2-deoxy-2-fluoro-3,5-di-O-benzyl-D-arabinonic acid